O1C2=C(OCC1)C=C(C=C2)C2(CC2)C(=O)O 1-(2,3-dihydrobenzo[b][1,4]dioxin-6-yl)cyclopropanecarboxylic acid